CN(C)C[C@H]1[C@@H](C1)C(=O)NC=1C=C2C(=CN1)N(C(=C2)C=2C(=NC=C(C2OC)F)OC)C trans-2-[(dimethylamino)methyl]-N-[2-(5-fluoro-2,4-dimethoxypyridin-3-yl)-1-methylpyrrolo[2,3-c]pyridin-5-yl]cyclopropane-1-carboxamide